acetic acid 1-(3,8-dimethyl-1,2,3,4,5,6,7,8-octahydro-azulen-5-yl)-1-methyl-ethyl ester CC1CCC=2C(CCC(CC12)C(C)(C)OC(C)=O)C